O1OC=CC=C1 2,1-dioxin